CC1(CCCCC1)OCOC(=O)C1C2C=CC(C1)C2=O 5-(1-methylcyclohexyloxymethyl-oxycarbonyl)-7-oxo-bicyclo[2.2.1]Hept-2-ene